COC12CC3N(C(CC(C1)C3)C2)N=O 5-methoxy-2-nitroso-2-azaadamantane